(E)-5-(2,2-dimethyl-1,3-dioxolan-4-yl)-3-oxo-2-((6-(piperidin-1-yl)naphthalen-2-yl)methylene)pentanenitrile CC1(OCC(O1)CCC(/C(/C#N)=C/C1=CC2=CC=C(C=C2C=C1)N1CCCCC1)=O)C